(2-fluoro-5-hydroxyphenyl){6-[3-(4-pyridyl)-5-(trifluoromethyl)-1-pyrazolyl]-2-aza-2-spiro[3.3]heptyl}methanone FC1=C(C=C(C=C1)O)C(=O)N1CC2(C1)CC(C2)N2N=C(C=C2C(F)(F)F)C2=CC=NC=C2